Calcium-silicon [Si].[Ca]